C(#N)C1=C(C(=C(C=C1C)C)C#N)C 1,3-dicyano-2,4,6-trimethylbenzene